7-Methoxy-N-(4-methoxybenzo[d]isoxazol-3-yl)quinoline-8-sulfonamide COC1=CC=C2C=CC=NC2=C1S(=O)(=O)NC1=NOC2=C1C(=CC=C2)OC